BrCCCCCCCOC(CCC(OCCC#CCCCC)OCCC#CCCCC)=O 4,4-bis(oct-3-yn-1-yloxy)butanoic acid 7-bromoheptyl ester